(2-(2H-1,2,3-triazol-2-yl)phenyl)((1S,4R,6R)-6-((3-(trifluoromethyl)pyridin-2-yl)oxy)-2-azabicyclo[2.2.1]heptan-2-yl)methanone N=1N(N=CC1)C1=C(C=CC=C1)C(=O)N1[C@@H]2[C@@H](C[C@H](C1)C2)OC2=NC=CC=C2C(F)(F)F